N1C(=NC=C1)C1=CC=C(C(=N1)C)N1CCN(CC1)CC=1N=C(OC1)NC(=O)NCC 1-(4-((4-(6-(1H-imidazol-2-yl)-2-methylpyridin-3-yl)piperazin-1-yl)methyl)oxazol-2-yl)-3-ethylurea